COC(CC1=NNC2=C1CN(CC2)C(=O)OC(C)(C)C)=O tert-butyl 3-(2-methoxy-2-oxoethyl)-1,4,6,7-tetrahydro-5H-pyrazolo[4,3-c]pyridine-5-carboxylate